C(C)(C)(C)NS(=O)(=O)C1=CC(=CC=C1)NC1=NC(=NC=C1C)NC1=CC=C(C=C1)C1CCN(CC1)CC=1C(=C2CN(C(C2=CC1)=O)C1C(NC(CC1)=O)=O)F N-(tert-butyl)-3-((2-((4-(1-((2-(2,6-dioxopiperidin-3-yl)-4-fluoro-1-oxoisoindolin-5-yl)methyl)piperidin-4-yl)phenyl)amino)-5-methylpyrimidin-4-yl)amino)benzenesulfonamide